CC1=NC2=C(N1C)C1(COC1)N(C=1C(=CC=CC21)[N+](=O)[O-])C 2,3,5-trimethyl-6-nitro-3,5-dihydrospiro[imidazo[4,5-c]quinoline-4,3'-oxetane]